(1r,2S,5S)-3-((S)-2-acetamido-3,3-dimethylbutyryl)-N-(cyano(8-fluoroisoquinolin-4-yl)methyl)-6,6-dimethyl-3-azabicyclo[3.1.0]hexane-2-carboxamide C(C)(=O)N[C@H](C(=O)N1[C@@H]([C@H]2C([C@H]2C1)(C)C)C(=O)NC(C1=CN=CC2=C(C=CC=C12)F)C#N)C(C)(C)C